3-(tert-butyl)-N-((R)-1-(2-methyl-4-(6-((5-((S)-2-methylpiperazin-1-yl)pyridin-2-yl)amino)pyrimidin-4-yl)phenyl)ethyl)-1,2,4-oxadiazole-5-carboxamide C(C)(C)(C)C1=NOC(=N1)C(=O)N[C@H](C)C1=C(C=C(C=C1)C1=NC=NC(=C1)NC1=NC=C(C=C1)N1[C@H](CNCC1)C)C